(6aR)-8-propenoyl-1-((1R,5S)-3-oxa-8-azabicyclo[3.2.1]oct-8-yl)-4-chloro-3-(2-fluoro-6-hydroxyphenyl)-6,6a,7,8,9,10-hexahydro-12H-pyrazino[2,1-c]pyrido[3,4-f][1,4]oxazepin-12-one C(C=C)(=O)N1C[C@@H]2COC3=C(C(N2CC1)=O)C(=NC(=C3Cl)C3=C(C=CC=C3O)F)N3[C@H]1COC[C@@H]3CC1